Cl.ClC1=C(C=CC(=C1)N[C@H]1C(NC(CC1)=O)=O)N1CCC(CC1)(O)CC(=O)O (R)-2-(1-(2-chloro-4-((2,6-dioxopiperidin-3-yl)amino)phenyl)-4-hydroxypiperidin-4-yl)acetic acid hydrochloric acid salt